3-(4-Pentoxyphenyl)-1-[4-[(2,4-dihydroxybenzylidene)amino]phenyl]-2-propene-1-one C(CCCC)OC1=CC=C(C=C1)C=CC(=O)C1=CC=C(C=C1)N=CC1=C(C=C(C=C1)O)O